2-Hexyldecyl 6-(8-bromo-N-hexyloctanamido)hexanoate BrCCCCCCCC(=O)N(CCCCCC)CCCCCC(=O)OCC(CCCCCCCC)CCCCCC